5-(4-(piperazin-1-ylmethyl)piperidin-1-yl)pyrimidin-2-amine N1(CCNCC1)CC1CCN(CC1)C=1C=NC(=NC1)N